[6-(5-cyclopropyl-4H-1,2,4-triazol-3-yl)-2-azaspiro[3.3]heptan-2-yl]-[6-[[5-(trifluoromethyl)pyrazin-2-yl]methyl]-2,6-diazaspiro[3.3]heptan-2-yl]methanone C1(CC1)C=1NC(=NN1)C1CC2(CN(C2)C(=O)N2CC3(C2)CN(C3)CC3=NC=C(N=C3)C(F)(F)F)C1